methyl 2-chloro-6-(3,5-dichlorophenyl)-3-fluoroisonicotinate ClC=1C(=C(C(=O)OC)C=C(N1)C1=CC(=CC(=C1)Cl)Cl)F